C(#N)C1=CC(=C(C=C1)NS(=O)(=O)C1=CNC(=C1)C1=CSC=C1F)F N-(4-cyano-2-fluorophenyl)-5-(4-fluorothiophene-3-yl)-1H-pyrrole-3-sulfonamide